ethyl 2-(2-((5-bromo-7-((1-methyl-1H-pyrazol-3-yl)methoxy)benzofuran-3-yl)methoxy)phenyl)acetate BrC=1C=C(C2=C(C(=CO2)COC2=C(C=CC=C2)CC(=O)OCC)C1)OCC1=NN(C=C1)C